C[C@@]12[C@@H](C[C@@H](CC1)C2(C)C)O (1R,2R,4R)-1,7,7-Trimethylbicyclo[2.2.1]Heptan-2-Ol